[K].CO Methanol potassium salt